1-(8-(4-(trifluoromethyl)phenyl)imidazo[1,2-a]pyrazin-6-yl)pyrrolidin-3-amine FC(C1=CC=C(C=C1)C=1C=2N(C=C(N1)N1CC(CC1)N)C=CN2)(F)F